tri-sulfopropyl-potassium S(=O)(=O)(O)C(CC[K])(S(=O)(=O)O)S(=O)(=O)O